CC=1N=C(NC(C1C)=O)N1N=C(C=C1C(C(=O)N)CCC(=O)N)C (1-(4,5-dimethyl-6-oxo-1,6-dihydropyrimidin-2-yl)-3-methyl-1H-pyrazol-5-yl)glutaramide